2-(pyridin-2-yldisulfaneyl)ethyl 4-(5,6-dimethoxybenzo[b]thiophen-2-yl)-4-oxobutanoate COC1=CC2=C(SC(=C2)C(CCC(=O)OCCSSC2=NC=CC=C2)=O)C=C1OC